6-amino-2-thiocarbonyl-2H-thiopyran NC1=CC=CC(S1)=C=S